3-(imidazol-1-yl)-N-[(trans)-4-methoxycyclohexyl]naphthalene-1-carboxamide N1(C=NC=C1)C=1C=C(C2=CC=CC=C2C1)C(=O)N[C@@H]1CC[C@H](CC1)OC